N-(benzo[d]thiazol-2-yl)-7-(isopropyl(methyl)amino)heptanamide S1C(=NC2=C1C=CC=C2)NC(CCCCCCN(C)C(C)C)=O